Cl.FC1=CC=C(C=C1)[C@@H]([C@@H](O)[C@@H]1NCCC1)C1=CC(=CC=C1)C(F)(F)F (1R,2R)-2-(4-fluorophenyl)-1-((R)-pyrrolidin-2-yl)-2-(3-(trifluoromethyl)phenyl)ethan-1-ol hydrochloride